[N].NC(CC(=O)O)C1=CC=C(C=C1)C 3-amino-3-(4-methylphenyl)propionic acid nitrogen